tris(T-butylphosphonium) tetrafluoroborate F[B-](F)(F)F.C(C)(C)(C)[PH3+].C(C)(C)(C)[PH3+].C(C)(C)(C)[PH3+].F[B-](F)(F)F.F[B-](F)(F)F